FC1=C(OC=2N=CC(=NC2)NC([C@H](C)N2CC(N(CC2)C(=O)C=2N=C(C(NC2)=O)OC)(C)C)=O)C=CC(=C1)F (S)-N-(5-(2,4-difluorophenoxy)pyrazin-2-yl)-2-(4-(6-methoxy-5-oxo-4,5-dihydropyrazine-2-carbonyl)-3,3-dimethylpiperazin-1-yl)propanamide